(S)-N-((7-chloroquinoxalin-6-yl)methyl)-5-(difluoromethyl)-4-(3-methylpiperazin-1-yl)pyridin-3-amine ClC1=C(C=C2N=CC=NC2=C1)CNC=1C=NC=C(C1N1C[C@@H](NCC1)C)C(F)F